CS(=O)(=O)C(C)C1=CC=C(C=C1)NC(=O)N 1-[4-(1-methanesulfonylethyl)phenyl]urea